(2R,3S,4S,5R,6R)-4,5-bis(acetyloxy)-2-[3-(benzyloxy)-4-nitrophenoxy]-6-[2-(diethoxyphosphoryl)ethyl]oxan-3-yl acetate C(C)(=O)O[C@@H]1[C@H](O[C@@H]([C@H]([C@@H]1OC(C)=O)OC(C)=O)CCP(=O)(OCC)OCC)OC1=CC(=C(C=C1)[N+](=O)[O-])OCC1=CC=CC=C1